C1(CC1)N(C(=O)C1=CC=C2N=C(C=3N(C2=C1)C=CC3)NCC3=CC=C(C=C3)OC)CC3=NC=C(C=C3)C(F)(F)F N-cyclopropyl-4-((4-methoxylbenzyl)amino)-N-((5-(trifluoromethyl)pyridin-2-yl)methyl)pyrrolo[1,2-a]quinoxalin-8-formamide